NC=1C=C2CC(C(N(C2=CC1)CC1=CC=CC=C1)=O)C(F)(F)F 6-amino-1-benzyl-3-(trifluoromethyl)-3,4-dihydroquinolin-2(1H)-one